7-fluoro-4-isopropyl-2H-benzo[b][1,4]oxazin-3(4H)-one FC=1C=CC2=C(OCC(N2C(C)C)=O)C1